[5-(methylsulfonyl)-2-{[(2R)-1,1,1-trifluoropropan-2-yl]oxy}phenyl]{(1R,5R)-1-[5-(trifluoromethyl)-1,2-oxazol-3-yl]-3-azabicyclo[3.1.0]hex-3-yl}methanone CS(=O)(=O)C=1C=CC(=C(C1)C(=O)N1C[C@]2(C[C@H]2C1)C1=NOC(=C1)C(F)(F)F)O[C@@H](C(F)(F)F)C